FC1=C(C=CC(=C1)C)/C=C/C1CN(C1)C(=O)N1C[C@@H]2[C@@H](OCC(N2)=O)CC1 (4aR,8aS)-6-[3-[(E)-2-(2-Fluoro-4-methylphenyl)vinyl]azetidin-1-carbonyl]-4,4a,5,7,8,8a-hexahydropyrido[4,3-b][1,4]oxazin-3-on